CN1N=CC(=C1)C1=CN2C(S1)=C(C=N2)C(=O)NC=2C(=NC=C(C2)NC(C[C@H]2CNCC2)=O)C (S)-2-(1-methyl-1H-pyrazol-4-yl)-N-(2-methyl-5-(2-(pyrrolidin-3-yl)acetamido)pyridin-3-yl)pyrazolo[5,1-b]thiazole-7-carboxamide